BrCC=CC=1C=C(C(=C(C1)F)F)F 5-(3-Bromoprop-1-en-1-yl)-1,2,3-trifluorobenzene